The molecule is a dipeptide zwitterion resulting from the transfer of a proton from the carboxy group to the amino group of beta-alanyl-L-lysine. It is a conjugate base of a beta-alanyl-L-lysinium. It is a tautomer of a beta-alanyl-L-lysine. [H+].C(CCN)C[C@@H](C(=O)[O-])NC(=O)CCN